3-(3-(1-oxo-4-(trifluoromethyl)isoindolin-2-yl)phenyl)cyclobutane-1-carbonitrile O=C1N(CC2=C(C=CC=C12)C(F)(F)F)C=1C=C(C=CC1)C1CC(C1)C#N